OCC1(CCC1)NC=1C2=C(N=C(N1)C1=CC=C(C#N)C=C1)CC[S@]2=O |r| (R/S)-4-(4-((1-(hydroxymethyl)cyclobutyl)amino)-5-oxido-6,7-dihydrothieno[3,2-d]pyrimidin-2-yl)benzonitrile